CC1(CN(C=2C1=NC=CC2)C2=CC(=NC=N2)NC2=C(C=C(C(=C2)[N+](=O)[O-])F)OC)C 6-(3,3-dimethyl-2,3-dihydro-1H-pyrrolo[3,2-b]pyridin-1-yl)-N-(4-fluoro-2-methoxy-5-nitrophenyl)pyrimidin-4-amine